5,10,15,20-tetra(4-pyridyl)-21H,23H-porphine chloride [Cl-].N1=CC=C(C=C1)C=1C2=CC=C(N2)C(=C2C=CC(C(=C3C=CC(=C(C=4C=CC1N4)C4=CC=NC=C4)N3)C3=CC=NC=C3)=N2)C2=CC=NC=C2